6-((4-(2,2,2-Trifluoroethyl)piperazin-1-yl)methyl)benzo[b]thiophene-2-carboxylic acid FC(CN1CCN(CC1)CC=1C=CC2=C(SC(=C2)C(=O)O)C1)(F)F